2-Phenylacetic acid 2-(((4-methoxy-3,5-dimethylpyridin-2-yl) methyl) sulfinyl)-1H-benzo[d]imidazol-5-yl ester COC1=C(C(=NC=C1C)CS(=O)C1=NC2=C(N1)C=CC(=C2)OC(CC2=CC=CC=C2)=O)C